NC1=C2C(=NC=N1)N(N=C2C2=CC=C(C=C2)OC2=CC=CC=C2)C2CCN(CC2)C2CN(C2)C2CN(C2)C=2C=C1C(N(C(C1=CC2)=O)[C@H]2C(NC(CC2)=O)=O)=O 5-[3-[3-[4-[4-amino-3-(4-phenoxyphenyl)pyrazolo[3,4-d]pyrimidin-1-yl]-1-piperidyl]azetidin-1-yl]azetidin-1-yl]-2-[(3R)-2,6-dioxo-3-piperidyl]isoindoline-1,3-dione